6-(1-ethylpropylamino)-3-isopropyl-[[1,2,4]triazolo[4,3-b]pyridazin-8-yl]-2-phenyl-acetamide C(C)C(CC)NC1=CC=C(C=C1C(C(=O)N)C=1C=2N(N=CC1)C=NN2)C(C)C